O=[Sn] oxo-tin